tert-butyl N-[2-(hydroxymethyl)-3-piperidyl]carbamate OCC1NCCCC1NC(OC(C)(C)C)=O